FC1=C(C=CC(=C1)F)NC1=NC=CC2=C(C(=CC=C12)C)[N+](=O)[O-] N-(2,4-difluorophenyl)-6-methyl-5-nitroisoquinolin-1-amine